5-fluoro-7-methyl-N-[(1S,2S,3S,5R)-2,6,6-trimethylnorpinan-3-yl]-1H-pyrrolo[2,3-c]pyridine-2-carboxamide FC=1C=C2C(=C(N1)C)NC(=C2)C(=O)N[C@@H]2[C@H]([C@H]1C([C@@H](C2)C1)(C)C)C